(R)-1-((2s,3R)-3-amino-1-(4-((6-amino-9H-purin-9-yl)methyl)-6-(3,4-difluorophenyl)pyridin-3-yl)piperidin-2-yl)-2,2,2-trifluoroethan-1-ol N[C@H]1[C@H](N(CCC1)C=1C=NC(=CC1CN1C2=NC=NC(=C2N=C1)N)C1=CC(=C(C=C1)F)F)[C@H](C(F)(F)F)O